5-cyano-3-methyl-N-(3-(thiazol-4-yl)-1H-indazol-5-yl)picolinamide C(#N)C=1C=C(C(=NC1)C(=O)NC=1C=C2C(=NNC2=CC1)C=1N=CSC1)C